2-((tetrahydro-2H-pyran-2-yl)oxy)ethane-1-thiol O1C(CCCC1)OCCS